FC=1C=C(C(=O)OC)C=C(C1)C=1C(=NOC1C(C)C)C methyl 3-fluoro-5-(5-isopropyl-3-methylisoxazol-4-yl)benzoate